2-(2,3-Dihydrobenzofuran-4-yl)-2,2-difluoro-acetic acid O1CCC2=C1C=CC=C2C(C(=O)O)(F)F